Ethyl 3-[6-(4,4,5,5-tetramethyl-[1,3,2]dioxaborolan-2-yl)-1,2,3,4-tetrahydro-quinolin-2-yl]-propionate CC1(OB(OC1(C)C)C=1C=C2CCC(NC2=CC1)CCC(=O)OCC)C